1-((4-methylpiperazin-1-yl)sulfonyl)-1H-indole-3-carbaldehyde CN1CCN(CC1)S(=O)(=O)N1C=C(C2=CC=CC=C12)C=O